F[B-](CNC(C1=C(C=CC=C1)OC)=O)(F)F.[K+] Potassium trifluoro-[[(2-methoxybenzoyl)amino]methyl]boranuide